2-(4-(4-(dimethylamino)cyclohexyl)-2-methoxy-5-methylphenyl)-N4-(1-(methylsulfonyl)indolin-7-yl)-7H-pyrrolo[2,3-d]pyrimidine-2,4-diamine CN(C1CCC(CC1)C1=CC(=C(C=C1C)C1(N=C(C2=C(N1)NC=C2)NC=2C=CC=C1CCN(C21)S(=O)(=O)C)N)OC)C